C(=O)C1(CN(CCC1)C(=O)OC(C)(C)C)C tert-butyl 3-formyl-3-methylpiperidine-1-carboxylate